CC1=C(C=C(C=C1)/C=C/C(=O)OC)C(NC1(CC1)C1=CC=CC2=CC=CC=C12)=O (e)-methyl 3-(4-methyl-3-((1-(naphthalen-1-yl)cyclopropyl)carbamoyl) phenyl)acrylate